C(C1=CC=CC=C1)OC(=O)N1CCC(CC1)=C 4-methylenepiperidine-1-carboxylic acid benzyl ester